FC1=CC(=C(C=C1Cl)CC(=O)N)OCCOC 2-(4-fluoro-5-chloro-2-(2-methoxy-ethoxy)phenyl)-acetamide